CN1CCC(CC1)NC1=C2C=C(N=CC2=CC=C1)C=1C=C(C=CC1)NC(C=C)=O N-(3-{5-[(1-methylpiperidin-4-yl)amino]isoquinolin-3-yl}phenyl)prop-2-enamide